3-Bromo-2-(methoxymethoxy)phenol BrC=1C(=C(C=CC1)O)OCOC